CN(C1=CC=2OC(C(=CC2S1)C(=O)O)=O)CC=1SC=CC1 2-(methyl(thiophen-2-ylmethyl)amino)-5-oxo-5H-thieno[3,2-b]pyran-6-carboxylic acid